NCC=1C=C(OCCCCNC(OC(C)(C)C)=O)C=C(C1C)C tert-butyl (4-(3-(aminomethyl)-4,5-dimethylphenoxy)butyl)carbamate